2-(6-azaspiro[2.5]octan-6-yl)-N-(6-((2R)-2-methyl-4-morpholinyl)-2-pyridinyl)-6-((2R)-1,1,1-trifluoro-2,3-dihydroxy-2-propanyl)-3-pyridinecarboxamide C1CC12CCN(CC2)C2=NC(=CC=C2C(=O)NC2=NC(=CC=C2)N2C[C@H](OCC2)C)[C@](C(F)(F)F)(CO)O